The molecule is a compound showing blue fluorescence, formed by a photolysis of riboflavin in acid or neutral solution. It has a role as a plant metabolite. It derives from an alloxazine. It is a tautomer of a 7,8-dimethylisoalloxazine. CC1=CC2=C(C=C1C)N=C3C(=N2)C(=O)NC(=O)N3